5-propoxy-1-methyl-hydantoin tert-butyl-(5-bromo-4-fluoro-2-(2,2,2-trifluoroacetyl)phenyl)carbamate C(C)(C)(C)N(C(O)=O)C1=C(C=C(C(=C1)Br)F)C(C(F)(F)F)=O.C(CC)OC1C(NC(N1C)=O)=O